2-(2-(benzyloxy) ethoxy)-4-hydroxybenzoate C(C1=CC=CC=C1)OCCOC1=C(C(=O)[O-])C=CC(=C1)O